FC=1C=CC2=C(OCO[C@H]2[C@H]2O[C@H]([C@@H]([C@@H]2O)O)N2C=CC3=C2N=CN=C3C)C1F (2S,3S,4R,5R)-2-((R)-7,8-difluoro-4H-benzo[d][1,3]dioxin-4-yl)-5-(4-methyl-7H-pyrrolo[2,3-d]pyrimidin-7-yl)tetrahydrofuran-3,4-diol